methyl-8,9-dihydroimidazo[1',2':1,6]pyrido[2,3-d]pyrimidin-2-amine CC=1C2=C(N=C(N1)N)N1C(C=C2)=NCC1